C(C)(C)(C)OC(=O)N1CC(C=2C3=C(C=CC12)C(=CC=C3)C#C[Si](C)(C)C)C 1-methyl-6-((trimethylsilyl)ethynyl)-1,2-dihydro-3H-benzo[e]Indole-3-carboxylic acid tert-butyl ester